COC(=O)C=1C=CC=2N(N1)C(=C(N2)C2=CC(=CC=C2)C#N)Br 3-bromo-2-(3-cyanophenyl)imidazo[1,2-b]Pyridazine-6-carboxylic acid methyl ester